C(C)(C)(C)OC(=O)N(C1CCN(CC1)C1=C2C=NC(=NC2=C(C=C1)C(=O)O)OC)C1CC1 5-[4-[tert-butoxycarbonyl(cyclopropyl)amino]-1-piperidyl]-2-methoxy-quinazoline-8-carboxylic acid